[1-(2,2-dimethylpropionyl)-5-(2-fluorophenyl)-6-isopropyl-pyrrolo[2,3-f]indazol-7-yl]benzoic acid ethyl ester C(C)OC(C1=C(C=CC=C1)C1=C(N(C=2C=C3C=NN(C3=CC21)C(C(C)(C)C)=O)C2=C(C=CC=C2)F)C(C)C)=O